C(C)(C)(C)NS(=O)(=O)C=1C=C(C(=O)O)C=CC1OC 3-(tert-butylsulfamoyl)-4-methoxy-benzoic acid